1-(1,2-dimethylcyclopentyl)piperidin CC1(C(CCC1)C)N1CCCCC1